ClC=1C(=C(C=O)C=C(C1)C1=NC=CC=C1N[C@H](C)C=1C=C(C=C2C(C(=C(OC12)N1CCC(CC1)(C)C)C)=O)C)B1OC(C(O1)(C)C)(C)C 3-chloro-5-[3-[[(1R)-1-[2-(4,4-dimethyl-1-piperidyl)-3,6-dimethyl-4-oxo-chromen-8-yl]ethyl]amino]-2-pyridyl]-2-(4,4,5,5-tetramethyl-1,3,2-dioxaborolan-2-yl)benzaldehyde